C(C)(C)(C)OC(=O)C1=CC=C(C=C1)N1C(N(C2=C(C1)C1=C(N=C2)N(C(=C1I)C1CC1)C(=O)OC(C)(C)C)C)=O tert-butyl 2-(4-(tert-butoxycarbonyl)phenyl)-8-cyclopropyl-9-iodo-4-methyl-3-oxo-1,2,3,4-tetrahydro-7H-pyrrolo[3',2':5,6]pyrido[3,4-d]pyrimidine-7-carboxylate